C(C(=C)C)(=O)OC=CC(=O)OCCC[Si](OCC)(OCC)OCC 3-methacryloxyacryloxypropyltriethoxysilane